4-(2,5-diazabicyclo[2.2.2]octan-2-yl)-2-(2,6-dioxopiperidin-3-yl)-6-fluoroisoindoline-1,3-dione C12N(CC(NC1)CC2)C2=C1C(N(C(C1=CC(=C2)F)=O)C2C(NC(CC2)=O)=O)=O